S-(3-fluoro-4-(1-(4-fluorophenyl)-2-oxo-1,2-dihydropyridine-3-carboxamido)phenyl) dimethylcarbamothioate CN(C(SC1=CC(=C(C=C1)NC(=O)C=1C(N(C=CC1)C1=CC=C(C=C1)F)=O)F)=O)C